(E)-3-(tert-butyl)-N-(2-fluoro-4-(2-(3-(4-morpholinobut-2-enamido)phenyl)-3H-imidazo[4,5-b]pyridin-7-yl)benzyl)-1,2,4-oxadiazole-5-carboxamide C(C)(C)(C)C1=NOC(=N1)C(=O)NCC1=C(C=C(C=C1)C1=C2C(=NC=C1)NC(=N2)C2=CC(=CC=C2)NC(\C=C\CN2CCOCC2)=O)F